4-(4-(6-(((1R,4R,5R,6S)-6-fluoro-1-methyl-2-azabicyclo[2.2.1]heptan-5-yl)(methyl)amino)pyridazin-3-yl)-3-hydroxyphenyl)-1-methylpyridin-2(1H)-one F[C@H]1[C@@H]([C@H]2CN[C@@]1(C2)C)N(C2=CC=C(N=N2)C2=C(C=C(C=C2)C2=CC(N(C=C2)C)=O)O)C